pentacontyne C#CCCCCCCCCCCCCCCCCCCCCCCCCCCCCCCCCCCCCCCCCCCCCCCCC